CC1OCC=2C=NC(=CC21)C(=O)N 1-methyl-1,3-dihydrofuro[3,4-c]Pyridine-6-carboxamide